Cl.Cl.C(C)(C)N1N=C(C(=C1)N)C1=NC=CC=C1 1-isopropyl-3-(pyridin-2-yl)-1H-pyrazol-4-amine, dihydrochloride